2,2,3,3-tetramethylpentane CC(C)(C(CC)(C)C)C